FC1=CC=C(C2=CC=CC=C12)NC1=NC=NC2=CC(=C(C=C12)C1CN(C1)C(C=C)=O)OC 1-(3-(4-((4-fluoronaphthalen-1-yl)amino)-7-methoxyquinazolin-6-yl)azetidin-1-yl)prop-2-en-1-one